C(#N)/C(/C(=O)NC1=CC=C(C=C1)S(=O)C)=C(\C=1C=NOC1C)/O (Z)-2-cyano-3-hydroxy-3-(5-methylisoxazol-4-yl)-N-(4-methylsulfinylphenyl)prop-2-enamide